CC1(OC2=CC(=C(C(=C2C=C1)OC1O[C@@H]([C@H]([C@@H]([C@H]1CO)O)O)O)C(=O)O)CCCCC)CCC=C(C)C 2-methyl-2-(4-methylpent-3-en-1-yl)-7-pentyl-5-{[(3R,4R,5S,6S)-4,5,6-trihydroxy-3-(hydroxymethyl)oxan-2-yl]oxy}-2H-chromene-6-carboxylic acid